2-(trifluoromethyl)pyrimidine FC(C1=NC=CC=N1)(F)F